C(C)(C)(C)OC(=O)NCCC[C@H](N)C(=O)O N5-(tert-butoxycarbonyl)-L-ornithine